C(C)(C)(C)OC(N(CC(C=CC)=O)[C@H](CO[Si](C)(C)C(C)(C)C)C=C)=O (S)-1-(tert-Butyldimethylsilyloxy)but-3-en-2-yl-(2-oxopent-3-enyl)carbamic acid tert-butyl ester